5-{1-fluoro-3-hydroxy-7-[(2-methylpropyl)amino]naphthalen-2-yl}-1λ6,2,5-thiadiazolidine-1,1,3-trione FC1=C(C(=CC2=CC=C(C=C12)NCC(C)C)O)N1CC(NS1(=O)=O)=O